CN1CCC(CC1)N(S(=O)(=O)NC(CC=1C=2CCC2C=C2CCC12)=O)C=1C=NN(C1)C N-[(1-methyl-4-piperidyl)-(1-methylpyrazol-4-yl)sulfamoyl]-2-(2-tricyclo[6.2.0.03,6]deca-1(8),2,6-trienyl)acetamide